ethyl-1-oxo-4-azaspiro[5.5]Undecane-9-carboxylic acid ethyl ester C(C)OC(=O)C1CCC2(CNCC(C2=O)CC)CC1